tert-butyl (3-(allylamino)propyl)carbamate C(C=C)NCCCNC(OC(C)(C)C)=O